ClC1=C(\C=N\OC(C(=O)OC)C)C=C(C(=C1)F)N1C(N(C(=CC1=O)C(F)(F)F)C)=O methyl 2-{[(E)-{2-chloro-4-fluoro-5-[3-methyl-2,6-dioxo-4-(trifluoromethyl)-3,6-dihydropyrimidin-1(2H)-yl]benzylidene}amino]oxy}propanoate